OC1=CC=C2[C@H]([C@H](COC2=C1)C1=CC=CC=C1)C1=CC=C(C=C1)N1CC2(C1)CCN(CC2)C(=O)OC(C)(C)C tert-butyl 2-(4-((3S,4R)-7-hydroxyl-3-phenylchroman-4-yl)phenyl)-2,7-diazaspiro[3.5]nonane-7-carboxylate